Methylolpropane phosphite P(O)(O)O.C(O)CCC